8-(8-chloronaphthalen-1-yl)-4-hydroxy-2-(methylthio)-5,6,7,8-tetrahydro-9H-pyrimido[4,5-c]azepin-9-one ClC=1C=CC=C2C=CC=C(C12)N1C(C2=C(CCC1)C(=NC(=N2)SC)O)=O